BrC1=C(C=C(C=C1)NC1=NN(C(=C1)C)C1OCCCC1)S(=O)(=O)C1CCC1 N-(4-bromo-3-(cyclobutylsulfonyl)phenyl)-5-methyl-1-(tetrahydro-2H-pyran-2-yl)-1H-pyrazol-3-amine